(S)-3-(3-(4-(2-(3-((2-(tert-butoxy)-2-oxoethyl)carbamoyl)pyrrolidin-1-yl)-2-oxoethyl)phenyl)ureido)-2-methylbenzoic acid C(C)(C)(C)OC(CNC(=O)[C@@H]1CN(CC1)C(CC1=CC=C(C=C1)NC(NC=1C(=C(C(=O)O)C=CC1)C)=O)=O)=O